NC1=NC=2C=CC=CC2C2=C1N=C(N2CC2=CC(=CC=C2)CN2CCCC2)C(=O)N 4-amino-1-(3-(pyrrolidin-1-ylmethyl)benzyl)-1H-imidazo[4,5-c]quinoline-2-carboxamide